NC1=C2C(=NC=N1)N(N=C2C2=CC=C(C=C2)OC2=CC=CC=C2)C2CCN(CC2)CC2CN(C2)CC2CN(CC2)C=2C=C1CN(C(C1=CC2)=O)C2C(NC(CC2)=O)=O 3-(5-(3-((3-((4-(4-amino-3-(4-phenoxyphenyl)-1H-pyrazolo[3,4-d]pyrimidin-1-yl)piperidin-1-yl)methyl)azetidin-1-yl)methyl)pyrrolidin-1-yl)-1-oxoisoindolin-2-yl)piperidine-2,6-dione